2-ethyl-6,6-dimethylcyclohex-2-ene-1-carboxylic acid ethyl ester C(C)OC(=O)C1C(=CCCC1(C)C)CC